CC1=CC2=C(N=CN=C2N2CCN(CC2)CC=2C=C3CN(C(C3=CC2)=O)N2C(NC(CC2)=O)=O)S1 1-(5-((4-(6-methylthieno[2,3-d]pyrimidin-4-yl)piperazin-1-yl)methyl)-1-oxoisoindolin-2-yl)dihydropyrimidine-2,4(1H,3H)-dione